1-(2,4-difluorophenyl)-2-(1h-1,2,4-triazol-1-yl)ethanone FC1=C(C=CC(=C1)F)C(CN1N=CN=C1)=O